(S)-5-(aminomethyl)pyrrolidin-2-one hydrochloride salt Cl.NC[C@@H]1CCC(N1)=O